ClC1=C(C(=O)O)C=C(C(=C1Cl)C)Cl 2,3,5-trichloro-4-methylbenzoic acid